(2S,7aS)-2-(trifluoromethoxy)tetrahydro-1H-pyrrolizine FC(O[C@H]1CC2=CCCN2C1)(F)F